1,4-dihydroxytoluene OC1(C)CC=C(C=C1)O